C1(CCCCC1)NCCCN N-cyclohexyl-1,3-propylenediamine